BrC=1C=CC(=C(C1)CC(C(=O)NC1=CC=C(C=C1)C=1OC=NN1)NC(OC(C)(C)C)=O)Cl tert-butyl N-[1-[(5-bromo-2-chloro-phenyl)methyl]-2-[4-(1,3,4-oxadiazol-2-yl)anilino]-2-oxo-ethyl]carbamate